2-(Methylsulfonyl)ethyl (2-((S)-1-(2,3-difluorobenzyl)-5-oxopyrrolidin-2-yl)acetyl)-L-valinate FC1=C(CN2[C@@H](CCC2=O)CC(=O)N[C@@H](C(C)C)C(=O)OCCS(=O)(=O)C)C=CC=C1F